N-({4-bromo-1-methyl-1H-pyrazolo[4,3-c]quinolin-7-yl}methyl)-5-cyclopropyl-N-(4-fluoro-2-methanesulfonylphenyl)pyridine-3-carboxamide BrC1=NC=2C=C(C=CC2C2=C1C=NN2C)CN(C(=O)C=2C=NC=C(C2)C2CC2)C2=C(C=C(C=C2)F)S(=O)(=O)C